C1N(CCC2=CC=CC=C12)C[C@H](CN1CCOC2=C(C1=O)C=CC(=C2)O[C@@H]2CN(CC2)C2COC2)O 4-[(2R)-3-(3,4-dihydro-1H-isoquinolin-2-yl)-2-hydroxy-propyl]-8-[(3S)-1-(oxetan-3-yl)pyrrolidin-3-yl]oxy-2,3-dihydro-1,4-benzoxazepin-5-one